tributyl(1-ethoxyvinyl)stannane Methyl-6-methoxy-1-methyl-3-oxo-2-(propa-1,2-dien-1-yl)indoline-2-carboxylate COC(=O)C1(N(C2=CC(=CC=C2C1=O)OC)C)C=C=C.C(CCC)[Sn](C(=C)OCC)(CCCC)CCCC